ClC1=CC=C(C(=N1)C=1C=NN(C1C)C)NC(CO)C=1C=C(C=C2C(N3CCCN4N=CC(C12)=C43)=O)C 10-(1-((6-chloro-2-(1,5-dimethyl-1H-pyrazol-4-yl)pyridin-3-yl)amino)-2-hydroxyethyl)-8-methyl-4,5-dihydro-3H,6H-2,2a,5a-triazaaceanthrylen-6-one